copper sulfate, hydrate O.S(=O)(=O)([O-])[O-].[Cu+2]